NC=1C=C(C(=O)OC2=CC=CC=C2)C=C(C1)N phenyl 3,5-diaminobenzoate